1-hydroxycyclohexane-1-carboxylate OC1(CCCCC1)C(=O)[O-]